BrC=1CC2=CC(=C(C=C2C1)F)F 2-bromo-5,6-difluoro-1H-indene